tert-butyl (2R,4S)-2-{6-bromoimidazo[1,2-a]pyrazin-2-yl}-4-[(tert-butyldimethylsilyl)oxy]pyrrolidine-1-carboxylate BrC=1N=CC=2N(C1)C=C(N2)[C@@H]2N(C[C@H](C2)O[Si](C)(C)C(C)(C)C)C(=O)OC(C)(C)C